C1(CC1)C#C[C@@]1(NC(NC2=CC(=C(C=C12)F)CN1N=C(C(=C1)F)C(=O)OCC)=O)C(C)(F)F ethyl (S)-1-((4-(cyclopropylethynyl)-4-(1,1-difluoroethyl)-6-fluoro-2-oxo-1,2,3,4-tetrahydroquinazolin-7-yl)methyl)-4-fluoro-1H-pyrazole-3-carboxylate